(5-chloropyrimidin-2-yl)(piperazine-1-yl)methanone hydrochloride Cl.ClC=1C=NC(=NC1)C(=O)N1CCNCC1